N-(cyclopropylmethyl)-4-(1-(2,2-difluoroethyl)-2-(trifluoromethyl)-1H-imidazo[4,5-c]pyridin-4-yl)-2-fluorobenzamide C1(CC1)CNC(C1=C(C=C(C=C1)C1=NC=CC2=C1N=C(N2CC(F)F)C(F)(F)F)F)=O